ethyl 2-((1-(2-(4-acetylpiperazin-1-yl)-3,6-dimethyl-4-oxo-3,4-dihydroquinazolin-8-yl)ethyl)amino)benzoate C(C)(=O)N1CCN(CC1)C1=NC2=C(C=C(C=C2C(N1C)=O)C)C(C)NC1=C(C(=O)OCC)C=CC=C1